The molecule is an oxaspiro compound, a member of 1-benzofurans, a methyl ester and a cyclohexadiene. It has a role as an antimicrobial agent. CC1=CC(=C2C(=C1)OC3(C2=O)C(=CC(=O)C=C3OC)C(=O)OC)O